2-propenyl-3-formylthiophene C(=CC)C=1SC=CC1C=O